2-bromo-N-(3-(methylthio)-[1,2,4]triazolo[4,3-a]pyridin-6-yl)benzamide BrC1=C(C(=O)NC=2C=CC=3N(C2)C(=NN3)SC)C=CC=C1